N1-(3-methoxy-4-aminophenyl)-N1,N2,N2-trimethylethane-1,2-diamine COC=1C=C(C=CC1N)N(CCN(C)C)C